CCCCCCC(CCCCCCCCCCC)OC(CCC1=CC(=C(C(=C1)C(C)(C)C)O)C(C)(C)C)=O 7-octadecyl-3-(4'-hydroxy-3',5'-di-tert-butylphenyl)propionate